C(CCC)NC(C(C)OC1=C(C=C(C=C1)C=O)Cl)=O N-BUTYL-2-(2-CHLORO-4-FORMYLPHENOXY)PROPANAMIDE